FC=1C=CC(=C2C=C(NC(C12)=O)CCC(=O)N1CCC(CC1)NC1=CC=C(C#N)C=C1)C 4-((1-(3-(8-fluoro-5-methyl-1-oxo-1,2-dihydroisoquinolin-3-yl)propionyl)piperidin-4-yl)amino)benzonitrile